5-(3,5-dimethyl-4-(4-(tetrahydro-2H-pyran-4-yl)piperazin-1-yl)phenyl)-3-(4-(N-cyclopropyl-S-methylsulphonimidoyl)phenyl)-1H-pyrrolo[2,3-b]pyridine CC=1C=C(C=C(C1N1CCN(CC1)C1CCOCC1)C)C=1C=C2C(=NC1)NC=C2C2=CC=C(C=C2)S(=O)(=NC2CC2)C